ClC1=CC=C(C2=CC=CC=C12)OC=1N=NNC1 4-((4-chloronaphthalen-1-yl)oxy)-1H-1,2,3-triazole